tert-butyl N-[1-cyclohexyl-2-[4-[ethyl-(3-formyl-6,7-dihydroxy-5-nitro-naphthalene-2-carbonyl)amino]butyl-methyl-amino]-2-oxo-ethyl]carbamate C1(CCCCC1)C(C(=O)N(C)CCCCN(C(=O)C1=CC2=CC(=C(C(=C2C=C1C=O)[N+](=O)[O-])O)O)CC)NC(OC(C)(C)C)=O